N-[4-(3-chlorophenoxy)-3-sulfamylphenyl]-2-(3-methoxyphenyl)acetamide ClC=1C=C(OC2=C(C=C(C=C2)NC(CC2=CC(=CC=C2)OC)=O)S(N)(=O)=O)C=CC1